1-(5-(Isopropylthio)-4-(4-(2,2,2-Trifluoroethyl)Piperazin-1-yl)Thiazol-2-yl)-3-Methyl-1H-Pyrazole-5-Carboxylic Acid C(C)(C)SC1=C(N=C(S1)N1N=C(C=C1C(=O)O)C)N1CCN(CC1)CC(F)(F)F